(Z)-N-(2,3-bis(4-methoxyphenyl)-3-oxo-prop-1-en-1-yl)-N-(benzenesulfonyl)benzenesulfonamide COC1=CC=C(C=C1)/C(=C/N(S(=O)(=O)C1=CC=CC=C1)S(=O)(=O)C1=CC=CC=C1)/C(=O)C1=CC=C(C=C1)OC